tert-butyl 3-[2-(3,6-dihydro-2H-pyran-4-yl)-5-(2-trimethylsilylethoxymethyl)pyrrolo[2,3-b]pyrazin-7-yl]-2,5-dihydropyrrole-1-carboxylate O1CCC(=CC1)C=1N=C2C(=NC1)N(C=C2C=2CN(CC2)C(=O)OC(C)(C)C)COCC[Si](C)(C)C